5'-Bromo-1',2'-dihydrospiro[cyclopropane-1,3'-pyrrolo[2,3-b]pyridine] BrC=1C=C2C(=NC1)NCC21CC1